4-[[2-(5-Chloro-2-hydroxyphenyl)acetyl]amino]-N-(1-methylcyclopropyl)pyridin ClC=1C=CC(=C(C1)CC(=O)NC1=CCN(C=C1)C1(CC1)C)O